C(C)OC(=O)[C@H]1[C@@H]2C(C[C@H]([C@@H]1NC(=O)OCC1=CC=CC=C1)CC2)O (1R,2S,3S,4R)-3-(((benzyloxy)carbonyl)amino)-6-hydroxybicyclo[2.2.2]octane-2-carboxylic acid ethyl ester